F[P-](F)(F)(F)(F)F.CN(C(O)=[N+](C)C)C 1,1,3,3-tetramethyl-isouronium hexafluorophosphate